C(C)OC(=O)C1OC(CC1C1=C(C(=C(C=C1)F)F)OC)C1CC1 5-cyclopropyl-3-(3,4-difluoro-2-methoxyphenyl)tetrahydrofuran-2-carboxylic acid ethyl ester